ClC1=CC=C2C=CC(=NC2=C1)C1=CC(=CC=C1)C 7-chloro-2-(3'-methylphenyl)quinoline